[Br-].C1(=CC=CC=C1)C=1C(=CC=CC1)C1=CC=CC=C1 terphenyl bromide